(2,6-dimethylphenoxy)ethyl-aluminum chloride CC1=C(OCC[Al](Cl)Cl)C(=CC=C1)C